2,4-dimethyl-5-nitroaniline CC1=C(N)C=C(C(=C1)C)[N+](=O)[O-]